4-(2-((3aR,4R,6aR)-5-(tert-butoxycarbonyl)-4-methyl-octahydropyrrolo[3,4-b]-pyrrole-1-carbonyl)oxazol-5-yl)pyridine 1-oxide C(C)(C)(C)OC(=O)N1C[C@@H]2N(CC[C@@H]2[C@H]1C)C(=O)C=1OC(=CN1)C1=CC=[N+](C=C1)[O-]